Diethyl ((2-methyl-6-morpholino-5-(pyrazolo[1,5-a]pyrimidine-3-carboxamido)-2,3-dihydrobenzofuran-2-yl)methyl) phosphate P(=O)(OCC)(OCC)OCC1(OC2=C(C1)C=C(C(=C2)N2CCOCC2)NC(=O)C=2C=NN1C2N=CC=C1)C